4-(6-(6-((5-fluoro-6-methoxypyridin-3-yl)methyl)-3,6-diazabicyclo[3.1.1]heptan-3-yl)pyridin-3-yl)-6-(3-hydroxy-3-methylazetidin-1-yl)pyrazolo[1,5-a]pyridine-3-carbonitrile FC=1C=C(C=NC1OC)CN1C2CN(CC1C2)C2=CC=C(C=N2)C=2C=1N(C=C(C2)N2CC(C2)(C)O)N=CC1C#N